1-(4-methoxybenzene-1-sulfonyl)-N-[(2-methylpyrimidin-5-yl)methyl]-1H-pyrazole-3-carboxamide COC1=CC=C(C=C1)S(=O)(=O)N1N=C(C=C1)C(=O)NCC=1C=NC(=NC1)C